C1(=CC=CC=C1)NC(=O)C=1NC=CC1 N-PHENYLPYRROLAMID